diazaborin B/1=NN/C=C\C=C/C=C1